COC=1C=C2C(=CC=NC2=CC1OC)OC1CCN(CC1)CC(=O)N1C(CC(C1)F)C#N 1-(2-(4-((6,7-dimethoxyquinolin-4-yl)oxy)piperidin-1-yl)acetyl)-4-fluoropyrrolidine-2-carbonitrile